FC1(CN(C1)C(=O)C(CC(F)F)C1=C(C2=C(NC(=N2)[C@@H](NC(OC(C)(C)C)=O)C2CCC(CC2)(F)F)C=C1)F)F tert-Butyl N-[(S)-{5-[1-(3,3-difluoroazetidine-1-carbonyl)-3,3-difluoropropyl]-4-fluoro-1H-benzimidazol-2-yl}(4,4-difluorocyclohexyl)methyl]carbamate